zinc-tin-copper-iron [Fe].[Cu].[Sn].[Zn]